The molecule is a dihydroxy monocarboxylic acid that is 15-hydroxypentadecanoic acid in which the pro-R hydrogen beta to the carboxy group is replaced by a hydroxy group. It is a 3-hydroxy carboxylic acid, an omega-hydroxy fatty acid, a dihydroxy monocarboxylic acid and a long-chain fatty acid. It derives from a 15-hydroxypentadecanoic acid. C(CCCCCCO)CCCCC[C@H](CC(=O)O)O